FC=1C=C(C=CC1)C=1N=C2N(C(C1C)=O)C=C(C=C2C(C)NC2=C(C(=O)OC(C)(C)C)C=CC=C2)C tert-butyl 2-((1-(2-(3-fluorophenyl)-3,7-dimethyl-4-oxo-4H-pyrido[1,2-a]pyrimidin-9-yl)ethyl)amino)benzoate